NC1=C(C=CC(=C1)C(=O)O)C1=CC=C(C=C1)C(=O)O 2-amino-[1,1'-biphenyl]-4,4'-dicarboxylic acid